8,8,13,13-Tetramethyl-22-[2-(propan-2-yloxy)ethyl]-6,15-dioxa-17-thia-4,19,22-triazatricyclo[16.3.1.0^{4,21}]docosa-1{21},2,18-triene-7,14,20-trione CC1(C(OCN2C=CC3=C2C(N=C(SCOC(C(CCCC1)(C)C)=O)N3CCOC(C)C)=O)=O)C